6-(4-Chlorophenyl)-3-oxo-2-(1H-pyrazol-4-yl)-2,3-dihydropyridazine-4-carboxylic acid ClC1=CC=C(C=C1)C=1C=C(C(N(N1)C=1C=NNC1)=O)C(=O)O